(7-(benzyloxy)-4-chloroquinolin-3-yl)(4-fluorophenyl)methanone C(C1=CC=CC=C1)OC1=CC=C2C(=C(C=NC2=C1)C(=O)C1=CC=C(C=C1)F)Cl